C(C)C1=NN2C(C=C(C(=C2)F)N2CCN(CC2)C(=O)O)=C1 4-(2-Ethyl-6-fluoropyrazolo[1,5-a]pyridin-5-yl)piperazine-1-carboxylic acid